OCC(COCC(CO)(C)C)(C)C di(3-hydroxy-2,2-dimethylpropyl) ether